(2-((3-chloro-2-fluorophenylmethyl)amino)-2-oxoethyl)-5-(2-cyclopropylacetamido)-1H-indazole-3-carboxamide ClC=1C(=C(C=CC1)CNC(CN1N=C(C2=CC(=CC=C12)NC(CC1CC1)=O)C(=O)N)=O)F